NC1=NC=C(C2=CC=CC=C12)N1N=CC(=C1C(F)(F)F)C(=O)NC1=CC(=NC=C1)C#N 1-(1-aminoisoquinolin-4-yl)-N-(2-cyanopyridin-4-yl)-5-(trifluoromethyl)-1H-pyrazole-4-carboxamide